N1(CCC1)C=1C=CC2=C([Si](C3=C(C=CC(=C3)N3CCC3)C23OC(C2=CC=CC=C32)=O)(C=C)C=C)C1 3,7-Di(azetidin-1-yl)-5,5-divinyl-3'H,5H-spiro[dibenzo[b,e]siline-10,1'-isobenzofuran]-3'-one